(R)-3-(2-(4-(4-fluorophenyl)piperazin-1-yl)ethyl)-8-(isoxazol-3-yl)-2,8-diazaspiro[4.5]decan-1-one FC1=CC=C(C=C1)N1CCN(CC1)CC[C@@H]1NC(C2(C1)CCN(CC2)C2=NOC=C2)=O